ClC1=C(C=C(C=C1)C1=CC=C(C=C1)C#N)CC(C(=O)NC1=CC=C(C=C1)C1=NN=CN1C)NC(=O)C=1N(N=CC1)C N-[1-[[2-chloro-5-(4-cyanophenyl)phenyl]methyl]-2-[4-(4-methyl-1,2,4-triazol-3-yl)anilino]-2-oxo-ethyl]-2-methyl-pyrazole-3-carboxamide